C(C1=CC=CC=C1)S(=O)(=O)NC(C1=CC=C(C=C1)N1CCN(CC1)CC1=C(C=CC=C1)C#CC=1C=NC=C(C1)OCC)=O N-benzylsulfonyl-4-[4-[[2-[2-(5-ethoxypyridin-3-yl)ethynyl]phenyl]methyl]piperazine-1-yl]benzamide